COC1=C(C=C2C(=NC=NC2=C1)C1=CC=C(C=C1)NC(CC1=CC=C(C=C1)C(F)(F)F)=O)OC1CCN(CC1)C(=O)OC(C)(C)C tert-butyl 4-((7-methoxy-4-(4-(2-(4-(trifluoromethyl)phenyl)acetamido)phenyl)quinazolin-6-yl)oxy)piperidine-1-carboxylate